4-Nitrobenzoic acid (8S)-7-(5H-imidazo[5,1-a]isoindol-5-yl)-5,6,7,8-tetrahydroquinolin-8-yl ester C=1N=CN2C1C1=CC=CC=C1C2C2CCC=1C=CC=NC1[C@H]2OC(C2=CC=C(C=C2)[N+](=O)[O-])=O